C1=CC(=CC=C1C2=COC3=C(C2=O)C=CC(=C3)O)O The molecule is a member of the class of 7-hydroxyisoflavones that is 7-hydroxyisoflavone substituted by an additional hydroxy group at position 4'. It has a role as an antineoplastic agent, a phytoestrogen, a plant metabolite, an EC 3.2.1.20 (alpha-glucosidase) inhibitor and an EC 2.7.7.7 (DNA-directed DNA polymerase) inhibitor. It is a conjugate acid of a daidzein(1-).